trimethyl-(2-propyloxy)silane tert-butyl-((S)-1-amino-1-oxo-3-((S)-3-oxomorpholin-2-yl)propan-2-yl)carbamate C(C)(C)(C)N(C(O)=O)[C@H](C(=O)N)C[C@H]1C(NCCO1)=O.C[Si](OC(C)C)(C)C